C(#N)C=1C=C(C=CC1F)NC(N(C)[C@@H]1C=2C3=C(C(NC2CN(C1)C)=O)C=C(C(=C3)F)F)=O |r| Racemic-3-(3-cyano-4-fluorophenyl)-1-(8,9-difluoro-3-methyl-6-oxo-1,2,3,4,5,6-hexahydrobenzo[c][1,7]naphthyridin-1-yl)-1-methylurea